CS(=O)(=O)C=1N=CC2=C(N1)N(C(C=C2C#C[Si](C(C)C)(C(C)C)C(C)C)=O)CC2OCCC2 2-(methylsulfonyl)-8-((tetrahydrofuran-2-yl)methyl)-5-((triisopropylsilyl)ethynyl)pyrido[2,3-d]pyrimidin-7(8H)-one